2-(5-{[(1R,2R,3S,5S)-2-fluoro-8-azabicyclo[3.2.1]octan-3-yl](methyl)amino}pyrazin-2-yl)-5-[6-(2H3)methoxypyridazin-4-yl]phenol F[C@@H]1[C@H]2CC[C@@H](C[C@@H]1N(C=1N=CC(=NC1)C1=C(C=C(C=C1)C1=CN=NC(=C1)OC([2H])([2H])[2H])O)C)N2